COC(COC1=C2C(N(C(C2=CC=C1)=O)C1C(NC(CC1)=O)=O)=O)OC (2,2-dimethoxyethoxy)-2-(2,6-dioxo-3-piperidyl)isoindoline-1,3-dione